COC(/C(=N/OC)/C1=C(C(=CC=C1)Cl)COC)=O methyl-(2E)-2-[3-chloro-2-(methoxy-methyl)phenyl]-2-methoxyimino-acetate